2-(3-(3-((2-Hydroxyethyl)sulfonyl)-4-methoxyphenyl)-2-methyl-7-((3-(1-methyl-1H-imidazol-2-yl)benzyl)amino)pyrazolo[1,5-a]pyrimidin-5-yl)propan-1-al OCCS(=O)(=O)C=1C=C(C=CC1OC)C=1C(=NN2C1N=C(C=C2NCC2=CC(=CC=C2)C=2N(C=CN2)C)C(C=O)C)C